[Na].CC1=CC(=NN1C1=CC=CC=N1)C(F)(F)F 6-[5-methyl-3-(trifluoromethyl)pyrazol-1-yl]pyridine sodium